3-[2-({5-[6-Cyclopropyl-5-(trifluoromethyl)pyridin-3-yl]-7-({[1-(methoxymethyl)cyclopentyl]methyl}(methyl)amino)-1H-imidazo[4,5-b]pyridin-2-yl}carbamoyl)pyridin-4-yl]propanoic acid C1(CC1)C1=C(C=C(C=N1)C1=CC(=C2C(=N1)N=C(N2)NC(=O)C2=NC=CC(=C2)CCC(=O)O)N(C)CC2(CCCC2)COC)C(F)(F)F